5-bromo-N-[2-[tert-butyl(dimethyl)silyl]oxyethyl]-N-[(3R)-1-methyl-3-piperidyl]oxazolo[4,5-b]pyridin-2-amine BrC1=CC=C2C(=N1)N=C(O2)N([C@H]2CN(CCC2)C)CCO[Si](C)(C)C(C)(C)C